ClC1=C(C(=CC=C1Cl)O)[C@H]1C[C@H]2CC(CC(N2C1)=O)C(=O)NC (2R,8aS)-2-(2,3-dichloro-6-hydroxyphenyl)-N-methyl-5-oxo-hexahydro-1H-indolizine-7-carboxamide